BrC1=NC=C(C(=C1)NC(OC(C)(C)C)=O)OC([2H])([2H])[2H] tert-butyl N-[2-bromo-5-(trideuteriomethoxy)-4-pyridyl]carbamate